B([O-])([O-])[O-].C=1(C(=CC=CC1)O)C=1C(=CC=CC1)O.C=1(C(=CC=CC1)O)C=1C(=CC=CC1)O.[Li+].[Li+].[Li+] lithium bis(2,2'-biphenyldiol) borate